C(=O)(O)C(CCC(=O)OC1=CC=C(C=C1)[N+](=O)[O-])N1CCN(CCN(CCN(CC1)CC(=O)O)CC(=O)O)CC(=O)O 2,2',2''-(10-(1-carboxy-4-(4-nitrophenoxy)-4-oxobutyl)-1,4,7,10-tetraazacyclododecane-1,4,7-triyl)triacetic acid